6-((2-(6,8-dioxa-2-azaspiro[3.5]nonan-7-yl)ethyl)(2,3-difluoro-4-methoxybenzyl)amino)nicotinonitrile C1NCC12COC(OC2)CCN(C2=NC=C(C#N)C=C2)CC2=C(C(=C(C=C2)OC)F)F